2-methyl-4,7-dibromo-5,6-dimethoxy-benzotriazol CN1N=C2C(=N1)C(=C(C(=C2Br)OC)OC)Br